C1=CC(=CC=C1C[C@@H](C(=O)[O-])[NH3+])OP(=O)([O-])[O-] The molecule is an optically active form of O(4)-phosphonatotyrosine(2-) having L-configuration. It is a conjugate base of an O(4)-phospho-L-tyrosine. It is an enantiomer of an O(4)-phosphonato-D-tyrosine(2-).